FC(C)(F)C1=NN(C(=C1C)C(=O)OCC)CC1(CC(C1)=O)C(F)F ethyl 3-(1,1-difluoroethyl)-1-((1-(difluoromethyl)-3-oxocyclobutyl)methyl)-4-methyl-1H-pyrazole-5-carboxylate